2-(2,6-difluorophenyl)-5-(hydroxymethyl)-6,7-dihydro-5H-pyrazolo[5,1-b][1,3]oxazine-3-carboxylic acid ethyl ester C(C)OC(=O)C=1C(=NN2C1OC(CC2)CO)C2=C(C=CC=C2F)F